C1(CCCCC1)C1=C(OC2(CC2)C(=O)NS(=O)(=O)C2=CC=CC(=N2)N2CC(CC2)(C)NC(OC(C)(C)C)=O)C=C(C=C1)C Tert-butyl (1-(6-(N-(1-(2-cyclohexyl-5-methylphenoxy)cyclopropanecarbonyl)sulfamoyl)pyridin-2-yl)-3-methylpyrrolidin-3-yl)carbamate